N1(C2=C(OCC1)N=C1C(=C2)C=CN1)C1=C(C(=O)N)C=CC=C1F 2-(2,3-dihydropyrrolo[3',2':5,6]pyrido[2,3-b][1,4]oxazin-1(6H)-yl)-3-fluorobenzamide